C[C@H](CCC=C(C)C)CCO (R)-(+)-citronellol